4-(Isoindolin-2-ylmethyl)-1-methyl-7-((1-(methylsulfonyl)piperidin-4-yl)-methoxy)-1H-indazole C1N(CC2=CC=CC=C12)CC1=C2C=NN(C2=C(C=C1)OCC1CCN(CC1)S(=O)(=O)C)C